bis(trimethylsilyl) allylphosphonate C(C=C)P(O[Si](C)(C)C)(O[Si](C)(C)C)=O